4-((3aR,4R,5R,7R,7aS)-5-amino-4,7-dimethyl-1,3-dioxooctahydro-2H-4,7-epoxyisoindol-2-yl)-3-fluoro-2-(trifluoromethyl)benzonitrile N[C@H]1[C@]2([C@@H]3C(N(C([C@@H]3[C@@](C1)(O2)C)=O)C2=C(C(=C(C#N)C=C2)C(F)(F)F)F)=O)C